dodecanediaminium bromide [Br-].C(CCCCCCCCCCC)([NH3+])[NH3+].[Br-]